BrC=1C(=C(C=CC1)C1=NC(=C(C=O)C=C1)OC)C 6-(3-bromo-2-methylphenyl)-2-methoxynicotinaldehyde